CS(=O)(=O)C=1C=CC(=C(OCC#N)C1)NCC#CC=1N(C2=CC=CC(=C2C1)NC1CCN(CC1)C)CC(F)(F)F 2-{5-methanesulfonyl-2-[(3-{4-[(1-methylpiperidin-4-yl)amino]-1-(2,2,2-trifluoroethyl)-1H-indol-2-yl}prop-2-yn-1-yl)amino]phenoxy}acetonitrile